4-((8-methyl-2,3-dihydro-1H-pyrido[2,3-b][1,4]oxazin-7-yl)amino)-N-(4-((1S,4S)-5-methyl-2,5-diazabicyclo[2.2.1]heptan-2-yl)phenyl)-2-oxo-1,2-dihydropyridine-3-carboxamide CC1=C(C=NC=2OCCNC21)NC2=C(C(NC=C2)=O)C(=O)NC2=CC=C(C=C2)N2[C@@H]1CN([C@H](C2)C1)C